6-(oxetan-3-yloxy)pyridin O1CC(C1)OC1=CC=CC=N1